FC=1C=CC=2N(C1)C(=C(N2)C)C2=NC(=NC=C2)NC=2C=NC(=CC2)N2CCN(CC2)C 4-(6-Fluoro-2-methylimidazo[1,2-a]pyridin-3-yl)-N-(6-(4-methylpiperazin-1-yl)pyridin-3-yl)pyrimidin-2-amine